C(C1=CC=C(C(=O)OCCCC)C=C1)(=O)OCCCC dibutyl terephthalate